5-(3-isopropyl-5-(piperidin-4-yl)-1H-indol-2-yl)pyrazolo[1,5-a]pyridine C(C)(C)C1=C(NC2=CC=C(C=C12)C1CCNCC1)C1=CC=2N(C=C1)N=CC2